CN1N=CC(=C1)C#CC1=CC=C(S1)COC1=CC=CC(=N1)C1CCN(CC1)CC=1N(C2=C(N1)C=CC(=C2)C(=O)OC)C[C@H]2OCC2 Methyl 2-[[4-[6-[[5-[2-(1-methylpyrazol-4-yl)ethynyl]-2-thienyl]methoxy]-2-pyridyl]-1-piperidyl]methyl]-3-[[(2S)-oxetan-2-yl]methyl]benzimidazole-5-carboxylate